C(C)(=O)NCC[C@@H](O)C1=CC=CC=C1 (R)-3-(acetamido)-1-phenylpropanol